COC1=CC(=CN=N1)NCC1=NN(C(=C1)C(F)(F)F)C1OCCCC1 6-methoxy-N-((1-tetrahydro-2H-pyran-2-yl-5-(trifluoromethyl)-1H-pyrazol-3-yl)methyl)pyridazin-4-amine